C/C=C/C1=CC2=C(C=C1)OC(=C2)C3=C(C=C(C=C3)OC)O The molecule is a member of the class of benzofurans that is 1-benzofuran substituted by a 2-hydroxy-4-methoxyphenyl group at position 2 and a prop-1-en-1-yl group at position 5. It is a lignan derivative isolated from the roots of Krameria lappacea. It has a role as an anti-inflammatory agent, a cyclooxygenase 1 inhibitor, a cyclooxygenase 2 inhibitor, a NF-kappaB inhibitor and a plant metabolite. It is a member of benzofurans, a monomethoxybenzene and a member of phenols.